BrC=1C(=C(C(=CC1Cl)F)B(O)O)F (3-bromo-4-chloro-2,6-difluorophenyl)boronic acid